4-[7-(6-cyanopyridazin-3-yl)imidazo[1,2-a]pyridin-3-yl]-N-cyclopropyl-2-(difluoromethoxy)-6-methoxy-benzamide C(#N)C1=CC=C(N=N1)C1=CC=2N(C=C1)C(=CN2)C2=CC(=C(C(=O)NC1CC1)C(=C2)OC)OC(F)F